C(C)(C)N1N=CC(=C1)C1=NC(=NC=C1C)NC=1C=C2CNCC2=CC1 (R)-5-((4-(1-isopropyl-1H-pyrazol-4-yl)-5-methylpyrimidin-2-yl)amino)-isoindoline